COCC1(CCC(CC1)C=1C(=NN2C1CN(CC2)C(C(C)(C)C)=O)CN(CCNC)C)COC 1-(3-(4,4-bis(methoxy-methyl)cyclohexyl)-2-((methyl(2-(methylamino)-ethyl)amino)methyl)-6,7-dihydropyrazolo[1,5-a]-pyrazin-5(4H)-yl)-2,2-dimethylpropan-1-one